ClC=1C(=CC(=NC1)OC)C1=CC(=NN1C1OCCN1)C(=O)N1CCC(CC1)C(=O)NC(C)C1=CC(=CC=C1)Cl [5-(5-chloro-2-methoxypyridin-4-yl)-1-(oxazolidin-2-yl)pyrazole-3-carbonyl]-N-[1-(3-chlorophenyl)ethyl]piperidine-4-carboxamide